8-[4-(Isohexyloxy)-3-methyl-phenyl]-5-methoxy-4-[(1-naphthyl)methyl]-2-oxo-7-thia-1-azabicyclo[4.3.0]nona-3,5,8-triene-9-carboxylic acid imidazole salt N1C=NC=C1.C(CCC(C)C)OC1=C(C=C(C=C1)C=1SC2=C(C(=CC(N2C1C(=O)O)=O)CC1=CC=CC2=CC=CC=C12)OC)C